1-(4-(7-(benzyloxy)-3-phenyl-2H-chromen-4-yl)-2-fluorophenyl)-4-(dimethoxymethyl)piperidine C(C1=CC=CC=C1)OC1=CC=C2C(=C(COC2=C1)C1=CC=CC=C1)C1=CC(=C(C=C1)N1CCC(CC1)C(OC)OC)F